FC=1C(=CC=C(C#N)C1)OC 5-fluoro-4-methoxybenzonitrile